C(C1=CC=CC=C1)SC1=CC(=C(C(=C1)F)C1=CC(=C2C=CC(=NC2=N1)C(=O)OC)C)F methyl 7-[4-(benzylsulfanyl)-2,6-difluorophenyl]-5-methyl-1,8-naphthyridine-2-carboxylate